ClC=1N(C(C2=CC=CC(=C2C1)CC1CC2(CN(C2)CCCC2=CC=3N(C=C2F)C=NN3)C1)=O)C chloro-5-((2-(3-(6-fluoro-[1,2,4]triazolo[4,3-a]pyridin-7-yl)propyl)-2-azaspiro[3.3]heptan-6-yl)methyl)-2-methylisoquinolin-1(2H)-one